Tert-butyl-((7R)-2-(2-(6-acetyl-1-(cyclopropylmethyl)-1H-indol-2-yl)-3-methylbenzofuran-6-carbonyl)-2-azabicyclo[2.2.1]hept-7-yl) carbamate C(N)(O[C@H]1C2(N(CC1CC2)C(=O)C2=CC1=C(C(=C(O1)C=1N(C3=CC(=CC=C3C1)C(C)=O)CC1CC1)C)C=C2)C(C)(C)C)=O